24-cholestenic acid ethyl ester C(C)OC(C(C)=CCC[C@@H](C)[C@H]1CC[C@H]2[C@@H]3CCC4CCCC[C@]4(C)[C@H]3CC[C@]12C)=O